C(C)(C)(C)C1CCC(CC1)OC(=O)OOC(=O)OC1CCC(CC1)C(C)(C)C bis(4-t-butylcyclohexyl)-peroxydicarbonate